N-[1-[[1(S)-benzyloxycarbonyl-3-phenylpropyl]amino]cyclopentylcarbonyl]-(S)-isoserine C(C1=CC=CC=C1)OC(=O)[C@H](CCC1=CC=CC=C1)NC1(CCCC1)C(=O)NC[C@H](O)C(=O)O